(S)-δ-decanolactone C1(CC[C@H](CCCCCC)O1)=O